2,4-HEXADIENYL BUTYRATE C(CCC)(=O)OCC=CC=CC